ClC1=CC=C(C2=CC=CC=C12)NC=1N=NNC1C(=O)O 4-((4-chloronaphthalen-1-yl)amino)-1H-1,2,3-triazole-5-carboxylic acid